(4-methoxy(4-oxo-butyl)(tosyl)carbamoyl)dibenzoacridine butyl-(3-(2-fluoro-4-((2-methyl-1H-imidazol-1-yl)methyl)phenyl)-5-isobutylthiophen-2-yl)sulfonylcarbamate C(CCC)OC(NS(=O)(=O)C=1SC(=CC1C1=C(C=C(C=C1)CN1C(=NC=C1)C)F)CC(C)C)=O.COC1(CC=C(S(=O)(=O)N(C(=O)C2=CC=CC3=C4C(=C5N=C6C=CC=CC6=CC5=C32)C=CC=C4)CCCC=O)C=C1)C